NC=1C=CC=C2C(=CNC12)C1=NNC(=C1)NC(C1=CC=C(C=C1)NC1CCN(CC1)C)=O N-(3-(7-amino-1H-indol-3-yl)-1H-pyrazol-5-yl)-4-((1-methylpiperidin-4-yl)amino)benzamide